(5-chloro-2-(4-methyl-1H-pyrazol-1-yl)pyridin-3-yl)(2-((2-methylbenzo[d]thiazol-6-yl)methyl)pyrazolidin-1-yl)methanone ClC=1C=C(C(=NC1)N1N=CC(=C1)C)C(=O)N1N(CCC1)CC1=CC2=C(N=C(S2)C)C=C1